[Na].C1CCC2=C(C=3CCCC3C=C12)CC(=O)NS(=O)(=O)N(CCCNC(OCC1=CC=CC=C1)=O)C=1C=NN(C1)C Benzyl N-[3-[[2-(1,2,3,5,6,7-hexahydro-s-indacen-4-yl)acetyl]sulfamoyl-(1-methylpyrazol-4-yl)amino]propyl]carbamate sodium salt